CC(CC(C)(C)C)(C)C1=CC=C(C=C1)OP(=O)(OC1=CC=C(C=C1)C(CC(C)(C)C)(C)C)[O-].[Mg+].FC(OC1=CC=C(C=C1)N1CCN(CC1)CC1OCC2=CC(=C(C=C2C1=O)OC)OC)(F)F 3-((4-(4-(trifluoromethoxy)phenyl)piperazin-1-yl)methyl)-6,7-dimethoxyisochroman-4-one magnesium bis[4-(1,1,3,3-tetramethylbutyl)phenyl]phosphate